C(CCCCCCC\C=C/CCCCCCCC)(=O)OCCCCCCCCCCCCCCCCCCCCCC(C)C isotetraeicosyl oleate